(2S,4R)-N-[(S)-(5-cyclopropyl-6-fluoropyridin-2-yl)(phenyl)methyl]-4-fluoro-1-(2-{3-oxo-2H,3H-[1,2,4]triazolo[4,3-a]pyridin-8-yl}acetyl)pyrrolidine-2-carboxamide C1(CC1)C=1C=CC(=NC1F)[C@@H](NC(=O)[C@H]1N(C[C@@H](C1)F)C(CC=1C=2N(C=CC1)C(NN2)=O)=O)C2=CC=CC=C2